O1CC(C1)N1N=CC2=CC=CC=C2C1=O 3-(oxetan-3-yl)-4-oxo-3,4-dihydrophthalazin